O[C@@H]1CN(CC[C@@]12NCC1=CC=CC=C1C2)C(=O)C=2N=C1N(C=C(C=C1[C@@H](C)OC)C1=CC=NN1C(C)C)C2 [(3R,3'R)-3'-hydroxy-1,4-dihydro-1'H,2H-spiro[isoquinoline-3,4'-piperidin]-1'-yl]{6-(1-isopropyl-1H-pyrazol-5-yl)-8-[(1R)-1-methoxyethyl]imidazo[1,2-a]pyridin-2-yl}methanone